CCCCCCCCCCCCCCCC(=O)OC[C@H](COP(=O)([O-])OCCNC(=O)CCCCCCC)OC(=O)CCCCCCC/C=C\\C/C=C\\CCCCC The molecule is an N-acylphosphatidylethanolamine(1-) in which the N-acyl group is specified as capryloyl (octanoyl) while the phosphatidyl acyl groups at position 1 and 2 are specified as palmitoyl (hexadecanoyl) and linoleoyl (9Z,12Z-octadecadienoyl) respectively; major species at pH 7.3. It is a conjugate base of a N-capryloyl-1-palmitoyl-2-linoleoyl-sn-glycero-3-phosphoethanolamine.